3-[(3-bromo-2-pyridyl)methyl]-2-[(1-fluoro-3-hydroxy-cyclobutyl)methyl]isoindolin-1-one BrC=1C(=NC=CC1)CC1N(C(C2=CC=CC=C12)=O)CC1(CC(C1)O)F